4,6-dithiocyanopyrimidine 3-hydroxy-2,3,4,7-tetrahydroazepine-1-carboxylate OC1CN(CC=CC1)C(=O)O.S(C#N)C1=NC=NC(=C1)SC#N